NC=1N=NC(=CC1C=1C=NN(C1)C[C@H]1CN(CCC1)C(=O)OC(C)(C)C)C1=C(C=CC=C1)O tert-butyl (3R)-3-[[4-[3-amino-6-(2-hydroxyphenyl)pyridazin-4-yl]pyrazol-1-yl]methyl]piperidine-1-carboxylate